2-((4-(6-((4-Cyano-2-fluorobenzyl)oxy)pyridin-2-yl)piperidin-1-yl)methyl)-4-(2-fluoroethoxy)-1-methyl-1H-benzo[d]imidazole-6-carboxylic acid C(#N)C1=CC(=C(COC2=CC=CC(=N2)C2CCN(CC2)CC2=NC3=C(N2C)C=C(C=C3OCCF)C(=O)O)C=C1)F